(3r,4r)-4-amino-1-(6-((2-amino-3-chloropyridin-4-yl)thio)pyrido[2,3-b]pyrazin-2-yl)piperidin-3-ol N[C@H]1[C@@H](CN(CC1)C=1N=C2C(=NC1)N=C(C=C2)SC2=C(C(=NC=C2)N)Cl)O